BrC1=C(C2=C(C=3N(CCO2)C=C(N3)I)C=C1)F 9-Bromo-8-fluoro-2-iodo-5,6-dihydrobenzo[f]imidazo[1,2-d][1,4]oxaazepin